Azidoamine N(=[N+]=[N-])N